FC1=CC=C(C=C1)[C@@H](C)NC=1C2=C(N=C(N1)C)C=NC(=C2)N2C[C@@H](CC2)NC(C)=O N-[(3R)-1-(4-{[(1R)-1-(4-fluorophenyl)ethyl]amino}-2-methylpyrido[3,4-d]pyrimidin-6-yl)pyrrolidin-3-yl]acetamide